1,4-bis(2,5,8,11-tetraoxatetradec-12-en-13-yl)benzene COCCOCCOCCOC=C(C)C1=CC=C(C=C1)C(=COCCOCCOCCOC)C